N1C[C@H](CCC1)NC1=NC=C(C(=N1)C1=CNC=2C(N(C=CC21)C2=CN=CS2)=O)C(F)(F)F 3-(2-{[(3S)-piperidin-3-yl]amino}-5-(trifluoromethyl)pyrimidin-4-yl)-6-(1,3-thiazol-5-yl)-1H,6H,7H-pyrrolo[2,3-c]pyridin-7-one